C1=CC=CC=2C3=CC=CC=C3C(C12)COC(=O)N([C@H](C(=O)O)CCC)C (S)-2-((((9H-fluoren-9-yl)methoxy)carbonyl)(methyl)amino)pentanoic acid